8-Methyl-2-[(pyrimidin-2-yl)methyl]-4,5-dihydro-2H-furo[2,3-g]indazole-7-carboxylic acid ethyl ester C(C)OC(=O)C1=C(C2=C(CCC3=CN(N=C23)CC2=NC=CC=N2)O1)C